ClC1=C(C(=CC=C1)Cl)Br 2,6-dichloro-1-bromobenzene